ClC=1C=CC(=C(C1)C1=CC(N(C=C1OC)C(C(=O)NC=1C=CC(=NC1)C(=O)NC)CCOC)=O)C1=NOC=C1 5-[(2-{4-[5-chloro-2-(1,2-oxazol-3-yl)phenyl]-5-methoxy-2-oxopyridin-1(2H)-yl}-4-methoxybutyryl)amino]-N-methylpyridine-2-carboxamide